ethyl 5-amino-6-(3,6-dihydro-2H-pyran-4-yl)-3-methylpyridinecarboxylate NC=1C=C(C(=NC1C=1CCOCC1)C(=O)OCC)C